(R)-6-(4-isopropylpiperazin-1-yl)-7-methoxy-2-methyl-N-(1-(2-methyl-3-(trifluoromethyl)phenyl)ethyl)pyrido[2,3-d]pyrimidin-4-amine C(C)(C)N1CCN(CC1)C1=CC2=C(N=C(N=C2N[C@H](C)C2=C(C(=CC=C2)C(F)(F)F)C)C)N=C1OC